3-methyl-N,N-dimethylthiobenzamide CC=1C=C(C(=S)N(C)C)C=CC1